2-(4-bromophenyl)-2-(2-quinolylmethyl)indolin-3-one BrC1=CC=C(C=C1)C1(NC2=CC=CC=C2C1=O)CC1=NC2=CC=CC=C2C=C1